(S)-5-(4-(((2-amino-4,5,6,7-tetrahydrobenzo[d]thiazol-6-yl)(propyl)amino)methyl)piperidine-1-carbonyl)pyridinecarbonitrile hydrochloride Cl.NC=1SC2=C(N1)CC[C@@H](C2)N(CCC)CC2CCN(CC2)C(=O)C=2C=CC(=NC2)C#N